FC(C1CCN(CC1)C(=O)NC1=CN=NC=C1)(S(=O)(=O)C1=CC(=CC=C1)F)F 4-(difluoro((3-fluorophenyl)sulfonyl)methyl)-N-(pyridazin-4-yl)piperidine-1-carboxamide